C(C1=CC=CC=C1)C(CCCN)N benzylbutane-1,4-diamine